C(C)OC=1N=CC2=C(N1)NC=C2C2=CC=1N(C=C2)N=CC1 2-ethoxy-5-(pyrazolo[1,5-a]pyridin-5-yl)-7H-pyrrolo[2,3-d]pyrimidine